C(C)(C)(C)OC(=O)N1CCC(CC1)SCC1=NC2=C(C=CC=C2C(N1)=O)C 4-(((8-methyl-4-oxo-3,4-dihydroquinazolin-2-yl)methyl)thio)piperidine-1-carboxylic acid tert-butyl ester